2-amino-7-((2',3',5'-trifluoro-[1,1'-biphenyl]-2-yl)oxy)-1,2,3,4-tetrahydronaphthalene NC1CC2=CC(=CC=C2CC1)OC1=C(C=CC=C1)C1=C(C(=CC(=C1)F)F)F